O1CCN(CC1)C=1OC=2C(=NC(=C(C2)N)N2CCCC2)N1 2-morpholino-5-(pyrrolidin-1-yl)oxazolo[4,5-b]pyridin-6-amine